Tert-butyl (2S,3S)-3-hydroxy-2-(3-(6-isobutoxynaphthalen-2-yl)-1,2,4-oxadiazol-5-yl)pyrrolidine-1-carboxylate O[C@@H]1[C@H](N(CC1)C(=O)OC(C)(C)C)C1=NC(=NO1)C1=CC2=CC=C(C=C2C=C1)OCC(C)C